CSN(C1=CC=CC=C1)SC N,N-dimethylthioaniline